FC1=CC=C(OC[C@@H]2N(C3CC([C@H]2C)C3)C(=O)C=3N=C(SC3C3=NC=CC=N3)C)C=C1 (3R,4R)-3-[(4-fluorophenoxy)methyl]-4-methyl-2-[2-methyl-5-(pyrimidin-2-yl)-1,3-thiazole-4-carbonyl]-2-azabicyclo[3.1.1]heptane